COC(=O)C1OC2=CC=C(C=C2CC1)CCCO.OCCCC=1C=C2CCC(OC2=CC1)C(=O)OC methyl 6-(3-hydroxypropyl)chromane-2-carboxylate methyl-6-(3-hydroxypropyl)chromane-2-carboxylate